3-(3-amino-2-methoxyphenyl)-1-methyl-1H-pyrazole-5-carboxylic acid methyl ester COC(=O)C1=CC(=NN1C)C1=C(C(=CC=C1)N)OC